N[C@@H]1CN(CCC1)C1=NC=2N(C=C1)N=CC2C=2N=NN(C2)C=2C(=NN(C2)C2CCC(CC2)CO)C(F)F ((1r,4r)-4-(4-(4-(5-((S)-3-aminopiperidin-1-yl)pyrazolo[1,5-a]pyrimidin-3-yl)-1H-1,2,3-triazol-1-yl)-3-(difluoromethyl)-1H-pyrazol-1-yl)cyclohexyl)methanol